C1(=CC=CC=C1)NC(CC(NC1=CC=CC=C1)=S)=S N,N'-diphenylpropane-dithioamide